NC1=NC=NC(=C1OCCN(C(OC(C)(C)C)=O)C)C1=C(C(=CC(=C1)F)NC(=O)C1=CC2=C(C=C1F)C1(CC1)CO2)C Tert-butyl (2-((4-amino-6-(5-fluoro-3-(5-fluoro-2H-spiro[benzofuran-3,1'-cyclopropane]-6-carboxamido)-2-methylphenyl)pyrimidin-5-yl)oxy)ethyl)(methyl)carbamate